ClC=1C=C2CCN(CC2=C(C1)[C@H]1NCCOC1)C(=O)C1=NC(=NC(=C1)C)C (R)-3-(6-chloro-2-(2,6-dimethylpyrimidine-4-carbonyl)-1,2,3,4-tetrahydroisoquinolin-8-yl)morpholine